N[C@@H](CCC(=O)O)C(=O)O.N[C@@H](CCC(N)=O)C(=O)O glutamine (Glutamate)